CN1C(C(=C(C=C1C)C(F)(F)F)C=1C=CC(=C2COCC12)CCC(=O)O)=O 3-(7-(1,6-dimethyl-2-oxo-4-(trifluoromethyl)-1,2-dihydropyridin-3-yl)-1,3-dihydroisobenzofuran-4-yl)propanoic acid